COC(=O)C1=C(C(=NN1CC=1SC(=C(N1)C1=CC=C(C=C1)C(F)(F)F)C=CC(=O)OC(C)(C)C)C)I 1-(5-(3-(tert-butoxy)-3-oxoprop-1-en-1-yl)-4-(4-(trifluoromethyl)phenyl)thiazol-2-yl)methyl-4-iodo-3-methyl-1H-pyrazole-5-carboxylic acid methyl ester